(2R,5S,8aR)-1-((E)-3-(benzo[d]thiazol-2-yl)acryloyl)-5-benzyl-2-isobutyl-7-(1-methylpiperidin-4-yl)tetrahydroimidazo[1,2-a]pyrazine-3,6(2H,5H)-dione S1C(=NC2=C1C=CC=C2)/C=C/C(=O)N2[C@@H](C(N1[C@@H]2CN(C([C@@H]1CC1=CC=CC=C1)=O)C1CCN(CC1)C)=O)CC(C)C